N-(2-Chloro-6-((4-chlorophenyl)(methyl)amino)pyridin-4-yl)-5-(2-(methylsulfonyl)propan-2-yl)benzo[b]thiophen-2-carboxamid ClC1=NC(=CC(=C1)NC(=O)C1=CC2=C(S1)C=CC(=C2)C(C)(C)S(=O)(=O)C)N(C)C2=CC=C(C=C2)Cl